C(C=C)(=O)NC(C(=O)O)O acrylamido-glycolic acid